NC1=CC=C(C=C1)N1C(COCC1)=O (4-aminophenyl)morpholine-3-one